1-tert-butyl 3-ethyl 4-allyl-5,6-dihydropyridine-1,3-dicarboxylate C(C=C)C1=C(CN(CC1)C(=O)OC(C)(C)C)C(=O)OCC